S1(C=NC2=C1C=CC=C2)(=S)=S benzothiazole disulphide